C(C1=CC=CC=C1)NC(C1=CC=C(C=C1)C1=CC(=CC(=C1)C1=NN=NN1)[N+](=O)[O-])=O N-benzyl-4-[3-nitro-5-(1H-tetrazol-5-yl)phenyl]benzamide